(R)-1-decyn C#CCCCCCCCC